[2-(acetylamino)-4-methoxyphenyl]{1,3-bis[2,6-di(prop-2-yl)phenyl]-1,3-dihydro-2H-imidazol-2-ylidene}palladium chloride C(C)(=O)NC1=C(C=CC(=C1)OC)[Pd](=C1N(C=CN1C1=C(C=CC=C1C(C)C)C(C)C)C1=C(C=CC=C1C(C)C)C(C)C)Cl